5-methyl-1-(methylamino)isoquinoline-7-carboxylic acid methyl ester COC(=O)C1=CC(=C2C=CN=C(C2=C1)NC)C